4,6-dimethyl-1,3-benzothiazol-2-amine CC1=CC(=CC2=C1N=C(S2)N)C